N(=C=O)CCCCCN1C(N(C(N(C1=O)CCCCCN=C=O)=O)CCCCCN=C=O)=O 1,3,5-tris(5-isocyanatopentyl)-1,3,5-triazine-2,4,6(1H,3H,5H)-trione